ClC1=CC=C2C(=N1)N=C(O2)N2C[C@@H](CCC2)O |r| (rac)-1-(5-chlorooxazolo[4,5-b]pyridin-2-yl)piperidin-3-ol